BrC1=C(C=C(C=C1N1C2=CC=C3C(=C2C=2C=C4C(=CC12)C=CC=C4)C=CC=C3)C3=CC(=CC=C3)C(F)(F)F)N3C4=CC=C1C(=C4C=4C=C2C(=CC34)C=CC=C2)C=CC=C1 7,7'-(4-bromo-3'-(trifluoromethyl)-[1,1'-biphenyl]-3,5-diyl)bis(7H-dibenzo[b,g]carbazole)